6,9-dihydro-1H-purin-6-one N1C=NC=2NC=NC2C1=O